Cl.COC1=C(C(=CC(=C1)C1=CN(C(C2=CN=CC=C12)=O)C)OC)CN(C12CC(C1)(C2)C(=O)O)C 3-([[2,6-dimethoxy-4-(2-methyl-1-oxo-2,7-naphthyridin-4-yl)phenyl]methyl](methyl)amino)bicyclo[1.1.1]pentane-1-carboxylic acid hydrochloride